FC(C1=CC=C(/C=C/C=2NC(C3=C(N2)CCSC3)=O)C=C1)(F)F (E)-2-(4-(trifluoromethyl)styryl)-3,5,7,8-tetrahydro-4H-thiopyrano[4,3-d]pyrimidin-4-one